N-methoxy-N,1-dimethyl-5-oxopyrrolidine-3-carboxamide CON(C(=O)C1CN(C(C1)=O)C)C